C(C)(=O)N1CCN(CC1)C1=C(C=C(C(=C1)OC)NC1=NC=NC(=C1)N1OCC[C@@H]1C1=C(C(=CC=C1)Cl)Cl)NC(C=C)=O N-(2-(4-acetylpiperazine-1-yl)-5-((6-((R)-3-(2,3-dichlorophenyl)isoxazolidine-2-yl)pyrimidine-4-yl)amino)-4-methoxyphenyl)acrylamide